N-(chloro(naphth-2-yl)phosphinyl)-L-alanine methyl ester COC([C@@H](NP(=O)(C1=CC2=CC=CC=C2C=C1)Cl)C)=O